carbonyl-N2-(pyrrolidin-3-yl)-5-(4-(trifluoromethyl)phenoxy)-1,2,3,4-tetrahydroisoquinoline hydrochloride Cl.C(=O)=C1N(CCC2=C(C=CC=C12)OC1=CC=C(C=C1)C(F)(F)F)C1CNCC1